5-(5-(5-(trifluoromethyl)-2,3-dihydrobenzofuran-2-yl)thiophen-2-yl)-1H-tetrazole FC(C=1C=CC2=C(CC(O2)C2=CC=C(S2)C2=NN=NN2)C1)(F)F